4-[trans-(4-aminocyclohexyl)amino]-N'-(2-chloro-5-fluoro-phenyl)-6-(2-cyclopropyl-4-methoxy-phenyl)pyrrolo[1,2-b]pyridazine-3-carboxamidine N[C@@H]1CC[C@H](CC1)NC=1C=2N(N=CC1C(=NC1=C(C=CC(=C1)F)Cl)N)C=C(C2)C2=C(C=C(C=C2)OC)C2CC2